S(O)(O)(=O)=O.[I] iodine sulfuric acid